FC=1C=C2C(N(C=3N(C2=CC1)C(NN3)=S)CCCNC(=O)C3CN(CCC3)C(=O)OC(C)(C)C)=O tert-butyl 3-((3-(7-fluoro-5-oxo-1-thioxo-1,2-dihydro-[1,2,4]triazolo[4,3-a]quinazolin-4(5H)-yl)propyl)carbamoyl)piperidine-1-carboxylate